(R)-4-(3-(but-2-ynamido)piperidin-1-yl)-6-(4-phenoxyphenyl)-1H-pyrrolo[3,2-c]pyridine C(C#CC)(=O)N[C@H]1CN(CCC1)C1=NC(=CC2=C1C=CN2)C2=CC=C(C=C2)OC2=CC=CC=C2